N1(N=CC=C1)CCC(=O)N1CC(=CCC1)C=1SC2=C(N1)C(=CC(=C2)C(N(C)C)=O)C=2C=C(C=CC2)N2CCN(CC2)C(=O)OC(C)(C)C tert-butyl 4-(3-(2-(1-(3-(1H-pyrazol-1-yl)propanoyl)-1,2,5,6-tetrahydropyridin-3-yl)-6-(dimethylcarbamoyl)benzo[d]thiazol-4-yl)phenyl)piperazine-1-carboxylate